2-((1r,6s)-6-amino-2,2-difluorocyclohexyl)-3-bromo-N-(but-2-yn-1-yl)-5-chlorothieno[3,2-b]pyridin-7-amine trifluoroacetate salt FC(C(=O)O)(F)F.N[C@H]1CCCC([C@@H]1C1=C(C2=NC(=CC(=C2S1)NCC#CC)Cl)Br)(F)F